6'-chloro-5-(3-hydroxyisothiazol-5-yl)-1'-(1-propyl-1H-pyrazol-4-yl)-1,3-dihydrospiro[indene-2,3'-indolin]-2'-one ClC1=CC=C2C3(C(N(C2=C1)C=1C=NN(C1)CCC)=O)CC1=CC=C(C=C1C3)C3=CC(=NS3)O